Isopropyl-(5-methoxy-2-pyridin-2-yl-pyrimidin-4-yl)ammonium tartrate C(=O)([O-])C(O)C(O)C(=O)[O-].C(C)(C)[NH2+]C1=NC(=NC=C1OC)C1=NC=CC=C1.C(C)(C)[NH2+]C1=NC(=NC=C1OC)C1=NC=CC=C1